4-(4-carboxy-3-hydroxyphenylaminocarbonyl)-2,5-dihydroxybenzoic acid C(=O)(O)C1=C(C=C(C=C1)NC(=O)C1=CC(=C(C(=O)O)C=C1O)O)O